ClC1=C(C=CC(=C1)F)CC(=O)N1C[C@@H](CC[C@@H]1C)C(=O)O (3R,6S)-1-(2-(2-chloro-4-fluorophenyl)acetyl)-6-methylpiperidine-3-carboxylic acid